ClC=1C=NC(=C(C(=O)NC2CCC(CC2)CN2C(C(C3=CC=CC=C23)(C2=CC=CC=C2)O)=O)C1)C(F)(F)F 5-chloro-N-((1r,4r)-4-((3-hydroxy-2-oxo-3-phenylindolin-1-yl)methyl)cyclohexyl)-2-(trifluoromethyl)nicotinamide